(1R,3S)-3-(3-{[(4-meth-oxyphenyl)acetyl]amino}-1H-pyrazol-5-yl)cyclopentyl (2,2-difluoro-ethyl)carbamate FC(CNC(O[C@H]1C[C@H](CC1)C1=CC(=NN1)NC(CC1=CC=C(C=C1)OC)=O)=O)F